lead-silver-calcium-strontium [Sr].[Ca].[Ag].[Pb]